7-methoxy-2-bromo-1,2,3,4-tetrahydronaphthalen-1-one COC1=CC=C2CCC(C(C2=C1)=O)Br